C1N(CC12CCC2)[C@@H]2CC[C@H](CC2)NC=2C=1C=C(N(C1C=CC2)CC(F)(F)F)C#CCNC2=C(C=C(C=C2)S(=O)(=O)C)OC trans-N-[4-(2-azaspiro[3.3]heptan-2-yl)cyclohexyl]-2-[3-(2-methoxy-4-methylsulfonyl-anilino)prop-1-ynyl]-1-(2,2,2-trifluoroethyl)indol-4-amine